Br.C(CCCCCCCC)N(CCCCCCCCC)CCCCCCCCC Trinonylamine Hydrobromide